butyl-oleic acid C(CCC)C(C(=O)O)CCCCCC\C=C/CCCCCCCC